[Na].OCCN1CCN(CC1)CCS(=O)(=O)O 2-[4-(2-hydroxyethyl)-1-piperazinyl]ethanesulfonic acid sodium